[N+](=O)([O-])C=1C=C(C(=O)C=2C=C(NC2)C(=O)[O-])C=CC1 4-(3-nitrobenzoyl)-1H-pyrrole-2-carboxylate